FC1=CN=C2N1C=C(C=C2)C2=CNC=1N=C(N=CC12)NCC(C)C 5-(3-fluoroimidazo[1,2-a]pyridin-6-yl)-N-isobutyl-7H-pyrrolo[2,3-d]pyrimidin-2-amine